1-Ethyl 5-chloro-1,2,3-triazole-4-carboxylate ClC1=C(N=NN1)C(=O)OCC